bis(methylcyclopentadienyl)bis(2,3,4,5,6-pentafluorophenyl)titanium CC1(C=CC=C1)[Ti](C1=C(C(=C(C(=C1F)F)F)F)F)(C1=C(C(=C(C(=C1F)F)F)F)F)C1(C=CC=C1)C